N-[6-isopropoxy-2-(4-piperidyl)pyrazolo[3,4-b]pyridin-5-yl]pyrazolo[1,5-a]pyrimidine-3-carboxamide C(C)(C)OC=1C(=CC=2C(N1)=NN(C2)C2CCNCC2)NC(=O)C=2C=NN1C2N=CC=C1